N-(1-methylpiperidin-4-yl)-3-(3-(piperidine-1-carbonyl)pyrazolo[1,5-a]pyridin-5-yl)-1H-pyrrolo[2,3-b]pyridine-5-carboxamide CN1CCC(CC1)NC(=O)C=1C=C2C(=NC1)NC=C2C2=CC=1N(C=C2)N=CC1C(=O)N1CCCCC1